NC(C(=O)O)CC1=CC(=C(C=C1)Cl)Cl 2-amino-3-(3,4-dichlorophenyl)propionic acid